4-amino-5-chloro-2,3-dihydro-N-[1-(3-methoxypropyl)-4-piperidinyl]-7-benzofuran-carboxamide NC1=C(C=C(C2=C1CCO2)C(=O)NC2CCN(CC2)CCCOC)Cl